N-[2,4-difluoro-3-[([3-methyl-1H-pyrazolo[3,4-b]pyridin-5-yl]methyl)amino]phenyl]-5-fluoro-2-methoxypyridine-3-sulfonamide FC1=C(C=CC(=C1NCC=1C=C2C(=NC1)NN=C2C)F)NS(=O)(=O)C=2C(=NC=C(C2)F)OC